(5'S,7a'R)-5'-(3-fluorophenyl)tetrahydro-3'H-spiro[piperidine-4,2'-pyrrolo[2,1-b]oxazol]-3'-one FC=1C=C(C=CC1)[C@@H]1CC[C@H]2OC3(C(N21)=O)CCNCC3